FC1=CC=C(C=C1)C1=NC=C(C(=N1)C1=NN(C=C1)C)C1CN(CC1)C(=O)OC(C)(C)C tert-butyl 3-(2-(4-fluorophenyl)-4-(1-methyl-1H-pyrazol-3-yl)pyrimidin-5-yl)pyrrolidine-1-carboxylate